C(C)OC(\C=C\OC1=CC2=C(N(CC(CS2(=O)=O)(CC)CCCC)C2=CC=C(C=C2)[N+](=O)[O-])C=C1SC)=O (E)-3-((3-butyl-3-ethyl-7-(methylsulfanyl)-5-(4-nitrophenyl)-1,1-dioxido-2,3,4,5-tetrahydro-1,5-benzothiazepin-8-yl)oxy)acrylic acid ethyl ester